CC1(N(CC(C1)CCCN1N=C(C(=C1)C)S(N)(=O)=O)C(=O)OC(C)(C)C)C tert-Butyl 2,2-dimethyl-4-[3-(4-methyl-3-sulfamoyl-pyrazol-1-yl)propyl]pyrrolidine-1-carboxylate